C1=C(C=C(C(=C1Br)OCCOC2=C(C=C(C=C2Br)Br)Br)Br)Br 1,2-bis(tribromophenoxy)ethane